P(OC(CCCCC)CCCC)([O-])[O-] butylhexyl phosphite